(1R,2S,3R)-N-[7-chloro-6-[4-((3R,4R)-4-hydroxy-3-methyl-tetrahydrofuran-3-yl)piperazin-1-yl]-3-isoquinolinyl]-2,2-dimethyl-3-tetrahydropyran-2-yl-cyclopropanecarboxamide ClC1=C(C=C2C=C(N=CC2=C1)NC(=O)[C@H]1C([C@@H]1[C@H]1OCCCC1)(C)C)N1CCN(CC1)[C@@]1(COC[C@@H]1O)C